2H-thiopyran-2-thione S1C(C=CC=C1)=S